BrC1=C(C=C(C=C1)F)OCCBr 1-bromo-2-(2-bromoethoxy)-4-fluorobenzene